3a-(3,4-dimethoxyphenyl)-N-methoxy-1-methyl-2,3,4,5,7,7a-hexahydroindol-6-imine COC=1C=C(C=CC1OC)C12CCN(C2CC(CC1)=NOC)C